C(C)(C)(C)[C@@H]1CC=2C=C3C(=NC2CC1)SC(=C3)C(=O)N[C@H](CC[NH+]3CC(CC3)O)C3=CC=C(C=C3)C3=CNC(C=C3)=O (6S)-6-tert-butyl-N-[(1R)-3-(3-hydroxypyrrolidin-1-ium-1-yl)-1-[4-(6-oxo-1H-pyridin-3-yl)phenyl]propyl]-5,6,7,8-tetrahydrothieno[2,3-b]quinoline-2-carboxamide